(S)-2-Amino-3-(6-methyl-2-oxo-1,2-dihydroquinolin-3-yl)propanamide N[C@H](C(=O)N)CC=1C(NC2=CC=C(C=C2C1)C)=O